OC(C(C)(C)NC(OC(C)(C)C)=O)CC1=CC=CC=C1 tert-butyl (3-hydroxy-2-methyl-4-phenylbutan-2-yl)carbamate